Tetrapropylpentylendiamin C(CC)N(CCCCCN(CCC)CCC)CCC